COC1=CC(=C2CN(C(C2=C1)=O)C1C(NC(CC1)=O)=O)C1=CC=CC=C1 3-(6-methoxy-1-oxo-4-phenylisoindolin-2-yl)piperidine-2,6-dione